(R)-3-(3,4-difluorophenyl)-1-methyl-1-(6-oxo-1,2,4,5,6,7,9,10-octahydrodipyrano[3,4-b:4',3'-d]pyridin-1-yl)urea FC=1C=C(C=CC1F)NC(N([C@H]1COCC=2NC(C3=C(C21)CCOC3)=O)C)=O